4-(4-(4-((4-bromo-2-(2,6-dioxopiperidin-3-yl)-1-oxoisoindolin-5-yl)methyl)piperazin-1-yl)piperidin-1-yl)-N-(4-methyl-3-((4-(pyridin-3-yl)pyrimidin-2-yl)amino)phenyl)benzamide BrC1=C2CN(C(C2=CC=C1CN1CCN(CC1)C1CCN(CC1)C1=CC=C(C(=O)NC2=CC(=C(C=C2)C)NC2=NC=CC(=N2)C=2C=NC=CC2)C=C1)=O)C1C(NC(CC1)=O)=O